5-(cyclopropylmethyl)-1-methyl-4,5,6,7-tetrahydro-1H-imidazo[4,5-c]pyridine-2-carboxamide C1(CC1)CN1CC2=C(CC1)N(C(=N2)C(=O)N)C